dimethyl-2H-1,3,5-thiadiazine-2-thione CC1=NC(=NC(S1)=S)C